lithium fluorosulfonyl-triflimide FS(=O)(=O)N(S(=O)(=O)C(F)(F)F)S(=O)(=O)C(F)(F)F.[Li]